C1(=CC=CC=C1)C#CC1=C(C=CC=C1)O o-phenylethynylphenol